(2S,4R)-1-(2-(3-acetyl-5-(2-methoxypyrimidin-5-yl)-1H-indol-1-yl)acetyl)-4-chloro-N-(2'-chloro-2-fluorobiphenyl-3-yl)pyrrolidine-2-carboxamide C(C)(=O)C1=CN(C2=CC=C(C=C12)C=1C=NC(=NC1)OC)CC(=O)N1[C@@H](C[C@H](C1)Cl)C(=O)NC=1C(=C(C=CC1)C1=C(C=CC=C1)Cl)F